CN(C1=CC=NC=C1)C N,N-dimethylpyridine-4-amine